C(C)(C)(C)OC(=O)N[C@H](C(=O)N[C@@H]1C[C@@](N(C1)C(=O)OC(C)(C)C)(C(=O)OCC1=CC=CC=C1)CCCCB1OC(C(O1)(C)C)(C)C)CC (2R,4R)-2-Benzyl 1-Tert-Butyl 4-((S)-2-(Tert-Butoxycarbonylamino)bUtanamido)-2-(4-(4,4,5,5-Tetramethyl-1,3,2-Dioxaborolan-2-yl)Butyl)Pyrrolidine-1,2-Dicarboxylate